4-Chloro-2-fluoro-5-methoxy-benzenesulfonyl Chloride ClC1=CC(=C(C=C1OC)S(=O)(=O)Cl)F